CC=1N(C=CN1)CCCN(CCCCCCCC(=O)OC(CCCCCCCC)CCCCCCCC)CCCCCCCC(=O)OCCCCCCCCC Heptadecan-9-yl 8-((3-(2-methyl-1H-imidazol-1-yl)propyl) (8-(nonyloxy)-8-oxooctyl)amino)octanoate